C(C)NC=1N=CC(=C2C=C(N=CC12)NC(=O)C1CC1)C=1OC2=C(N1)C=C(C=C2)N2CC1CN(CC(C2)O1)C N-(8-(ethylamino)-5-(5-(7-methyl-9-oxa-3,7-diazabicyclo[3.3.1]nonan-3-yl)benzo[d]oxazol-2-yl)-2,7-naphthyridin-3-yl)cyclopropanecarboxamide